N-[3-(trifluoromethoxy)phenyl]Acetamide FC(OC=1C=C(C=CC1)NC(C)=O)(F)F